COC(C(CCBr)OC1=C(C=C(C(=C1)N1C(N(C(=CC1=O)C(C)(F)F)C)=O)F)Cl)=O Methyl-4-bromo-2-{2-chloro-5-[4-(1,1-difluoroethyl)-3-methyl-2,6-dioxo-3,6-dihydropyrimidin-1(2H)-yl]-4-fluorophenoxy}butanoat